6-(trifluoromethyl)-2-tolylamine FC(C1=CC=CC(=C1C)N)(F)F